C(=O)O.FC1=C(C=CC(=C1F)OC1=NC=CC=N1)C1=CN=C2N1C=CN=C2NC2=CC(=C(C(=O)NCC1CCNCC1)C=C2)CC 4-((3-(2,3-difluoro-4-(pyrimidin-2-yloxy)phenyl)imidazo[1,2-a]pyrazin-8-yl)amino)-2-ethyl-N-(piperidin-4-ylmethyl)benzamide formate